[NH4+].ClC1=CC=C(COC2=NN(C=C2)C2CCN(CC2)CC2=NC3=C(N2C[C@H]2OCC2)C=C(C=C3)C(=O)[O-])C=C1 (S)-2-((4-(3-((4-chlorobenzyl)oxy)-1H-pyrazol-1-yl)piperidin-1-yl)methyl)-1-(oxetan-2-ylmethyl)-1H-benzo[d]imidazole-6-carboxylic acid, ammonium salt